C(C)OC(=C)C=1C=C2C(=CC=NC2=CC1)C(=O)OC methyl 6-(1-ethoxyvinyl)-quinoline-4-carboxylate